NC1=NC=CC=C1C(CC=C)O 1-(2-aminopyridin-3-yl)but-3-en-1-ol